methyl 2-mercapto-4-methoxy-6-methylbenzoate SC1=C(C(=O)OC)C(=CC(=C1)OC)C